ClC=1C=C(C=CC1)C=1C(NC(N([C@H]2[C@H](O)[C@H](O)[C@@H](CO)O2)C1)=O)=O 5-(3-chlorophenyl)uridine